4-cyclopropyl-3-(methylsulfonyl)benzoic acid C1(CC1)C1=C(C=C(C(=O)O)C=C1)S(=O)(=O)C